FC=1C(=C(C=CC1F)C(=O)N1CC(C1)(O)CNCCCCC)NC1=C(C=C(C=C1)I)F 1-({3,4-difluoro-2-[(2-fluoro-4-iodophenyl)amino]phenyl}carbonyl)-3-[(pentylamino)methyl]azetidin-3-ol